C(C)(C)(C)[Si](C)(C)OC1=CC(=CC2=CC=C(C=C12)Cl)SCC1=CC=C(C=C1)OC tert-butyl-((7-chloro-3-((4-methoxybenzyl)thio)naphthalen-1-yl)oxy)dimethylsilane